dibenzyl 1,4,7,10-tetraazacyclododecane-1,7-dicarboxylate hydrochloride Cl.N1(CCNCCN(CCNCC1)C(=O)OCC1=CC=CC=C1)C(=O)OCC1=CC=CC=C1